ClC=1C(=CC(=NC1)[C@@H]1OC2=C(C=CC=C2C=C1)C1CCN(CC1)CC1=NC2=C(N1C[C@H]1OCC1)C=C(C=C2)C(=O)O)F 2-((4-((R)-2-(5-chloro-4-fluoropyridin-2-yl)-2H-chromen-8-yl)piperidin-1-yl)methyl)-1-(((S)-oxetan-2-yl)methyl)-1H-benzo[d]imidazole-6-carboxylic acid